[Cl-].[Lu+3].[Li+].[Cl-].[Cl-].[Cl-] lithium-Lutetium chloride